CN([C@H]1[C@@H](CCCC1)N)C (1R,2R)-N1,N-dimethylcyclohexane-1,2-diamine